N-{[(2S,4S,5S,6S)-4,5-dihydroxy-6-methyloxan-2-yl]oxy}-2-[4-({[(1-methyl-1H-indol-3-yl)methyl]amino}methyl)piperidin-1-yl]pyrimidine-5-carboxamide O[C@H]1C[C@@H](O[C@H]([C@H]1O)C)ONC(=O)C=1C=NC(=NC1)N1CCC(CC1)CNCC1=CN(C2=CC=CC=C12)C